N1=C(C=CC=C1)C1(CCN(CC1)CC1=CC=C(C=C1)NC(C)=O)\C=C\C1=CC=CC=C1 (E)-N-(4-((4-(pyridin-2-yl)-4-styrylpiperidin-1-yl)methyl)phenyl)acetamide